4-((3-((8-(4-fluoro-2-isopropoxyphenyl)quinazolin-2-yl)amino)-5-methylphenyl)carbamoyl)benzoic acid FC1=CC(=C(C=C1)C=1C=CC=C2C=NC(=NC12)NC=1C=C(C=C(C1)C)NC(=O)C1=CC=C(C(=O)O)C=C1)OC(C)C